methyl 3-(5-{2'-methyl-7-[2-(trimethylsilyl)ethynyl]-1H,2'H-[3,4'-biindazol]-1-yl} pyridin-2-yl)-3-azabicyclo[3.1.0]hexane-6-carboxylate CN1N=C2C=CC=C(C2=C1)C1=NN(C2=C(C=CC=C12)C#C[Si](C)(C)C)C=1C=CC(=NC1)N1CC2C(C2C1)C(=O)OC